ClC1=NC=C(C(=N1)NC1=C(C=CC=C1)P(CC)(CC)=O)Cl (2-((2,5-Dichloropyrimidin-4-yl)amino)phenyl)diethylphosphine oxide